C(C1=CC=CC=C1)(C1=CC=CC=C1)OC=1C(=CC(=NC1)C#N)C 5-benzhydroxy-4-methyl-pyridine-2-carbonitrile